2-[3-[[(3R)-1-ethyl-3-piperidinyl]amino]-5-methyl-1,2,4-triazin-6-yl]-5-(trifluoromethyl)phenol C(C)N1C[C@@H](CCC1)NC=1N=NC(=C(N1)C)C1=C(C=C(C=C1)C(F)(F)F)O